7-[3-(2-hydroxyethyl)azetidin-1-yl]-5-methyl-4-oxo-1-(1,3-thiazol-2-yl)-1,4-dihydro-1,8-naphthyridine-3-carboxylic acid OCCC1CN(C1)C1=CC(=C2C(C(=CN(C2=N1)C=1SC=CN1)C(=O)O)=O)C